NC=1C2=C(N=CN1)N(C(=C2C2=CC(=C(C=C2)OC(C)C)OC)C#CC2CN(C2)C2CCN(CC2)C(C=C)=O)C 1-(4-(3-((4-amino-5-(4-isopropoxy-3-methoxyphenyl)-7-methyl-7H-pyrrolo[2,3-d]pyrimidin-6-yl)ethynyl)azetidin-1-yl)piperidin-1-yl)prop-2-en-1-one